4-(8-(chloromethyl)-9-methyl-2-(3-(m-tolyl)-1H-pyrazol-1-yl)-9H-purin-6-yl)morpholine ClCC=1N(C2=NC(=NC(=C2N1)N1CCOCC1)N1N=C(C=C1)C=1C=C(C=CC1)C)C